2-[methyl({4-phenyl-6-[2-(pyrrolidin-1-yl)ethyl]quinolin-2-yl})amino]acetic acid CN(CC(=O)O)C1=NC2=CC=C(C=C2C(=C1)C1=CC=CC=C1)CCN1CCCC1